C(C)CC(CC(=O)[O-])=O.C(C)CC(CC(=O)[O-])=O.C(C)CC(CC(=O)[O-])=O.[Al+3] Aluminum tris(ethyl acetoacetate)